N-(4-((2-methoxy-3-(1-(methyl-d3)-1H-1,2,4-triazol-3-yl)phenyl)amino)-5-(propanoyl-3,3,3-d3)pyridin-2-yl)cyclopropanecarboxamide hydrochloride Cl.COC1=C(C=CC=C1C1=NN(C=N1)C([2H])([2H])[2H])NC1=CC(=NC=C1C(CC([2H])([2H])[2H])=O)NC(=O)C1CC1